N-benzhydryl-3-aminoazetidine C(C1=CC=CC=C1)(C1=CC=CC=C1)N1CC(C1)N